C(C)(C)(C)C=1C=C(C[C@H](N)C(=O)O)C=CC1O 3-t-butyl-tyrosine